dimethylaminoethyl methacrylate chloromethane salt ClC.C(C(=C)C)(=O)OCCN(C)C